C(C)C=1C=CC(=C(C1)S(=O)(=O)NC1=NOC2=C1C=CC=C2C(=O)OC)OC Methyl 3-(5-ethyl-2-methoxyphenylsulfonamido)benzo[d]isoxazole-7-carboxylate